2-(5-Bromo-1,3,4-thiadiazol-2-yl)-N-[(1S,2R)-1-cyano-2-methylcyclopropyl]-4-[4-(2-methyl-propanoyl)piperazin-1-yl]indazole-6-sulfonamide BrC1=NN=C(S1)N1N=C2C=C(C=C(C2=C1)N1CCN(CC1)C(C(C)C)=O)S(=O)(=O)N[C@@]1([C@@H](C1)C)C#N